2-({[1-(carboxymeth-yl)-1,3-diazinan-2-ylidene]amino}sulfan-yl)acetic acid C(=O)(O)CN1C(NCCC1)=NSCC(=O)O